ClC1=CC=C(OC2=CC=CC(=N2)NC(C=C)=O)C=C1 N-{6-(4-chlorophenoxy)pyridin-2-yl}acrylamide